hexahydropyrimidin-2-imine N1C(NCCC1)=N